tert-Butyl (1R,5S,6r)-3-azabicyclo[3.1.0]hexan-6-ylcarbamate CC(C)(C)OC(=O)NC1[C@H]2[C@@H]1CNC2